N-(2-(Aminomethyl)benzyl)-N-(2-oxo-2-((2'-oxo-1,1',2',3-tetrahydrospiro[indene-2,3'-pyrrolo[2,3-b]pyridin]-5-yl)amino)ethyl)pivalamide NCC1=C(CN(C(C(C)(C)C)=O)CC(NC=2C=C3CC4(C(NC5=NC=CC=C54)=O)CC3=CC2)=O)C=CC=C1